C1(CC1)NC(CC(=O)O)C 3-(CYCLOPROPYLAMINO)BUTANOIC ACID